C1(CCCCC1)CC(C(=O)N1CCC(CC1)(O)CN1C=NC(=CC1=O)C1=C(C=CC=C1)F)F 3-((1-(3-cyclohexyl-2-fluoropropionyl)-4-hydroxypiperidin-4-yl)methyl)-6-(2-fluorophenyl)pyrimidin-4(3H)-one